(S)-2-cyclopropyl-4-((1-(5-(trifluoromethyl)pyridin-2-yl)pyrrolidin-3-yl)methoxy)pyrimidine-5-carbonitrile C1(CC1)C1=NC=C(C(=N1)OC[C@@H]1CN(CC1)C1=NC=C(C=C1)C(F)(F)F)C#N